NC1=NC2=CC=C(C=C2C=C1C)C(=O)N(N(C)C1=C2N=CC=NC2=CC=C1F)CC1=NC=C(C=C1)C(F)(F)F 2-amino-N'-(6-fluoroquinoxaline-5-yl)-N',3-dimethyl-N-((5-(trifluoromethyl)pyridin-2-yl)methyl)quinoline-6-carbohydrazide